N1(CCNCCC1)C1=CC=C(C=C1)NC1=NC=C(C(=N1)NCCCN1C(CCCC1)=O)C(F)(F)F 1-(3-((2-((4-(1,4-diazepan-1-yl)phenyl)amino)-5-(trifluoromethyl)pyrimidin-4-yl)amino)propyl)piperidin-2-one